FC1=C(CNC2=CC=CC=C2)C=CC(=C1)F N-(2,4-difluorobenzyl)aniline